CC1CN(CC(N1)C)C1=NC=CC(=N1)NC=1C=C2C=NNC2=CC1 N-(2-(3,5-dimethylpiperazin-1-yl)pyrimidin-4-yl)-1H-indazol-5-amine